ethyl 3-(4-chloro-2-formylphenyl)-1H-indole-2-carboxylate ClC1=CC(=C(C=C1)C1=C(NC2=CC=CC=C12)C(=O)OCC)C=O